C(C)(C)(C)OC(=O)N1CC(C1)C=1C=NC(=NC1)Cl 3-(2-chloropyrimidin-5-yl)azetidine-1-carboxylic acid tert-butyl ester